C(CCC)[Si](C1=CC=C(C=C1)P(N(P(C1=C(C=CC=C1)C)C1=CC=CC=C1)C(C)C)C1=CC=C(C=C1)[Si](CCCC)(CCCC)CCCC)(CCCC)CCCC N-(bis(4-(tributylsilyl)phenyl)phosphaneyl)-N-isopropyl-1-phenyl-1-(o-tolyl)phosphanamine